[2-[4-[(5-Cyclopropyl-1H-pyrazol-3-yl)oxy]pyrimidin-2-yl]-2-azabicyclo[2.2.1]heptan-4-yl]methanol C1(CC1)C1=CC(=NN1)OC1=NC(=NC=C1)N1C2CCC(C1)(C2)CO